(S)-(E)-(1-(4-(dimethylamino)but-2-enyl)-3-fluoroazetidin-3-yl)methyl 4-((8-isopropyl-2-((1-methoxypropan-2-yl)amino)pyrazolo[1,5-a][1,3,5]triazin-4-yl)amino)piperidine-1-carboxylate C(C)(C)C=1C=NN2C1N=C(N=C2NC2CCN(CC2)C(=O)OCC2(CN(C2)C\C=C\CN(C)C)F)N[C@H](COC)C